[C@@H]1([C@@H]([C@H]([C@@H]([C@H]([C@@H]1O)O)O)N=C(N)N)O)N 1D-1-Guanidino-3-amino-1,3-dideoxy-scyllo-inositol